dibenzyl-cyclohexane-1,4-dicarboxamide C(C1=CC=CC=C1)C1(CCC(CC1)(C(=O)N)CC1=CC=CC=C1)C(=O)N